ClC1=CC=CC=2N1N=C(C2)[C@@H]2N(CCC1=C2N=CN1)C(=O)C1=C(N=C(O1)[C@H](C)O)C(F)F ((R)-4-(7-chloropyrazolo[1,5-a]pyridin-2-yl)-6,7-dihydro-1H-imidazo[4,5-c]pyridin-5(4H)-yl)(4-(difluoromethyl)-2-((S)-1-hydroxyethyl)oxazol-5-yl)methanone